Ethyl 2-((5-methyl-2-((2-methylpyridin-3-yl)amino)-4-(trifluoromethyl)phenyl)amino)-2-oxoacetate CC=1C(=CC(=C(C1)NC(C(=O)OCC)=O)NC=1C(=NC=CC1)C)C(F)(F)F